(5R)-N-(6-methyl-2-oxo-1-(2,2,2-trifluoroethyl)-5-(2,3,5-trifluorophenyl)piperidine-3-yl)-2'-oxo-1',2',6,7-tetrahydro-4H-spiro[benzofuran-5,3'-pyrrolo[2,3-b]pyridine]-2-Formamide CC1C(CC(C(N1CC(F)(F)F)=O)NC(=O)C=1OC2=C(C1)C[C@]1(C(NC3=NC=CC=C31)=O)CC2)C2=C(C(=CC(=C2)F)F)F